C(C)NC=1C(=O)NC(C1)=O ethylaminomaleimide